1-({(1-propyl-1H-pyrazol-4-yl)sulfonyl}-3-(pyridin-2-ylmethyl)pyrrolidin-3-yl)-1H-indazole C(CC)N1N=CC(=C1)S(=O)(=O)N1CC(CC1)(CC1=NC=CC=C1)N1N=CC2=CC=CC=C12